N-methyl-4-decyl-N-octadecyl-anilinium [tetrakis(perfluorophenyl) borate] FC1=C(C(=C(C(=C1F)F)F)F)[B-](C1=C(C(=C(C(=C1F)F)F)F)F)(C1=C(C(=C(C(=C1F)F)F)F)F)C1=C(C(=C(C(=C1F)F)F)F)F.C[NH+](C1=CC=C(C=C1)CCCCCCCCCC)CCCCCCCCCCCCCCCCCC